7-((8-methoxy-2-(6-methoxypyridin-3-yl)-2,3-dihydrobenzo[b][1,4]dioxin-6-yl)methyl)-7H-imidazo[4,5-c]pyridazine COC1=CC(=CC2=C1OC(CO2)C=2C=NC(=CC2)OC)CN2C=NC1=C2N=NC=C1